B(O)O.N1N=CC=C1.N1N=CC=C1 bispyrazole boronate